O=C1NC2(C(N1)=O)CN(CCC2)C2=NC(=NC1=C(C(=C(C=C21)F)C2=CC=C(C1=C2N=C(S1)NC(OC(C)(C)C)=O)F)F)OCC12CCCN2CCC1 tert-butyl (4-(4-(2,4-dioxo-1,3,7-triazaspiro[4.5]decan-7-yl)-6,8-difluoro-2-((hexahydro-1H-pyrrolizin-7a-yl)methoxy)quinazolin-7-yl)-7-fluorobenzo[d]thiazol-2-yl)carbamate